8-methoxy-3-(2-methyl-4-(2,2,2-trifluoroethoxy)phenyl)-2-(trifluoromethyl)-4H-pyrido[1,2-a]pyrimidin-4-one COC1=CC=2N(C(C(=C(N2)C(F)(F)F)C2=C(C=C(C=C2)OCC(F)(F)F)C)=O)C=C1